(biphenylyl)(phenyl-dibenzofuranyl)amine C1(=C(C=CC=C1)NC1=C(C=CC=2OC3=C(C21)C=CC=C3)C3=CC=CC=C3)C3=CC=CC=C3